3-[6,6-dimethyl-1-(tetrahydropyran-2-yl)-4,5,6,7-tetrahydro-1H-indazol-3-yl]-3-oxopropionic acid benzyl ester C(C1=CC=CC=C1)OC(CC(=O)C1=NN(C=2CC(CCC12)(C)C)C1OCCCC1)=O